[Si](C)(C)(C(C)(C)C)OC[C@H]1NC[C@@H](N(C1)C(=O)OC(C)(C)C)C tert-butyl (2S,5S)-5-(((tert-butyldimethylsilyl) oxy) methyl)-2-methylpiperazine-1-carboxylate